ClC=1C=C(CNC(=O)C2C[C@H]3CC[C@@H](C2)N3)C=CC1 (1r,3s,5s)-N-(3-chlorobenzyl)-8-azabicyclo[3.2.1]octane-3-carboxamide